BrC1=CC(=C(C=C1)N[C@@H]1CNCC1)[N+](=O)[O-] (S)-N-(4-bromo-2-nitrophenyl)pyrrolidin-3-amine